BrC=1C=C2C=NN=CC2=CC1 6-Bromo-2,3-naphthyridine